(1R,5S,6r)-methyl 3-(6-(2,4-dioxo-1,2,3,4-tetrahydropyrimidin-5-yl)imidazo[1,2-b]pyridazin-8-yl)-3-azabicyclo[3.1.0]hexane-6-carboxylate O=C1NC=C(C(N1)=O)C=1C=C(C=2N(N1)C=CN2)N2C[C@H]1C([C@H]1C2)C(=O)OC